C1(=CC=C(C=C1)NC=1C=CC=C2C(C=3C=CC=CC3C(C12)=O)=O)C 8-p-toluylaminoanthraquinone